2-Chloro-N,N-diethylethylamine ClCCN(CC)CC